FC(OC1=C(C=CC=C1)C1=NOC(=C1CBr)C1CC1)(F)F 3-(2-trifluoromethoxyphenyl)-4-bromomethyl-5-cyclopropylisoxazole